(S)-5-(5-cyano-6-((tetrahydrofuran-3-yl)amino)pyridin-3-yl)-2-fluoro-N-(isoxazol-3-yl)-4-methylbenzamide C(#N)C=1C=C(C=NC1N[C@@H]1COCC1)C=1C(=CC(=C(C(=O)NC2=NOC=C2)C1)F)C